C(CCCCCCCCC\C=C/CCCCCC)O (Z)-11-Octadecen-1-ol